N[C@H]1C[C@H](N(C1)C1=CC(=CC(=N1)N1CC=2C(=NC=CC2C1=O)C1=C(C=CC=C1OC)F)C1CCC1)CO 2-(6-((2s,4s)-4-amino-2-(hydroxymethyl)pyrrolidin-1-yl)-4-cyclobutylpyridin-2-yl)-4-(2-fluoro-6-methoxyphenyl)-2,3-dihydro-1H-pyrrolo[3,4-c]pyridin-1-one